ClCCOC(=O)NCCCC[C@H](N)C(=O)O Nε-((2-chloroethoxy)carbonyl)-lysine